9-amino-10-(3-hydroxy-2,6-dimethylphenyl)-5-methylimidazo[1,2-a]pyrrolo[2,1-c]pyrazine-8-carboxamide NC=1C(=C2C=3N(C(=CN2C1C(=O)N)C)C=CN3)C3=C(C(=CC=C3C)O)C